4-(2-(5-((2,4-difluorophenyl)sulfonamido)-6-methoxypyridin-3-yl)-2H-pyrazolo[3,4-d]pyrimidine-4-yl)piperazine-1-carboxylic acid tert-butyl ester C(C)(C)(C)OC(=O)N1CCN(CC1)C=1C=2C(N=CN1)=NN(C2)C=2C=NC(=C(C2)NS(=O)(=O)C2=C(C=C(C=C2)F)F)OC